(E)-4-hydroxypent-2-enoic acid OC(/C=C/C(=O)O)C